Br.FC=1C=C2CC[C@@H](CC2=C(C1)F)NC(C(=O)NC=1N=CN(C1)C(CNCC(C)(C)C)(C)C)CCC 2-(((S)-6,8-difluoro-1,2,3,4-tetrahydronaphthalen-2-yl)amino)-N-(1-(2-methyl-1-(neopentylamino)propan-2-yl)-1H-imidazol-4-yl)pentanamide hydrobromide